(9H-fluoren-9-yl)methyl ((3S,3aR,6S,6aR)-6-((1S,4S)-2,5-diazabicyclo[2.2.2]octan-2-yl)hexahydrofuro[3,2-b]furan-3-yl)carbamate hydrochloride Cl.[C@@H]12N(C[C@@H](NC1)CC2)[C@H]2CO[C@H]1[C@@H]2OC[C@@H]1NC(OCC1C2=CC=CC=C2C=2C=CC=CC12)=O